C1=CC(=CC=2C3=CC=CC=C3C=CC12)OC(CCCCCBr)=O phenanthren-3-yl-6-bromohexanoate